5,5-dimethyl-3-(1'-(methylsulfonyl)spiro[cyclopropane-1,3'-indolin]-6'-yl)imidazolidine-2,4-dione CC1(C(N(C(N1)=O)C1=CC=C2C3(CN(C2=C1)S(=O)(=O)C)CC3)=O)C